1-(2-(5-((R)-2-(2,5-difluorophenyl)pyrrolidin-1-yl)pyrazolo[1,5-a]pyrimidin-3-yl)-3H-imidazo[4,5-c]pyridin-6-yl)ethan-1-ol FC1=C(C=C(C=C1)F)[C@@H]1N(CCC1)C1=NC=2N(C=C1)N=CC2C2=NC1=C(C=NC(=C1)C(C)O)N2